C(CCCCCCCCCCC)(=O)NCCS(=O)(=O)O.N(CCO)(CCO)CCO triethanolamine lauroyl-taurate salt